COC=1C(=CC(=C(OC2=CC3=C(N(C=N3)C)C=C2)C1)C)[N+](=O)[O-] 5-(5-methoxy-2-methyl-4-nitrophenoxy)-1-methyl-1H-benzo[d]imidazole